CN(C)C[C@H]1[C@](CCCC1)(O)C1=CC(=CC=C1)OC |r| (±)-cis-2-[(dimethylamino)methyl]-1-(3-methoxyphenyl)cyclohexanol